4-(7-(2-(2-((tetrahydro-2H-pyran-2-yl)oxy)propan-2-yl)pyridin-4-yl)furo[3,2-b]pyridin-2-yl)benzoic acid O1C(CCCC1)OC(C)(C)C1=NC=CC(=C1)C1=C2C(=NC=C1)C=C(O2)C2=CC=C(C(=O)O)C=C2